3,5-di-tert-butyl-2-hydroxybenzoic acid methyl ester COC(C1=C(C(=CC(=C1)C(C)(C)C)C(C)(C)C)O)=O